3-Amino-N-[2-bromo-4-(perfluoroisopropyl)-6-trifluoromethylphenyl]-2-fluorobenzamide NC=1C(=C(C(=O)NC2=C(C=C(C=C2C(F)(F)F)C(C(F)(F)F)(C(F)(F)F)F)Br)C=CC1)F